4-(6-(4-(1H-indazol-3-yl)piperidin-1-yl)thiazolo[4,5-b]pyridin-2-yl)morpholine N1N=C(C2=CC=CC=C12)C1CCN(CC1)C=1C=C2C(=NC1)N=C(S2)N2CCOCC2